5-(1,2-dithiolane-3-yl)valeric acid S1SC(CC1)CCCCC(=O)O